[B](F)F.C1=CC=CC=2C3=CC=CC=C3CC12 fluorene boron difluoride